FC=1C(=C(C=C(C1)CC(C)C)N1C[C@H](N([C@@H](C1)C)CC=1N=NC=CC1)C)C=1N=NNN1 3-[[(2R,6R)-4-[3-fluoro-5-isobutyl-2-(2H-tetrazol-5-yl)phenyl]-2,6-dimethyl-piperazin-1-yl]methyl]pyridazine